(4-{[2-(cyclopropanecarboxamido)pyridin-4-yl]oxy}-3-fluorophenyl)-1-(4-bromophenyl)-4-methyl-5-oxo-4,5-dihydro-1H-1,2,4-triazole-3-carboxamide C1(CC1)C(=O)NC1=NC=CC(=C1)OC1=C(C=C(C=C1)NC(=O)C1=NN(C(N1C)=O)C1=CC=C(C=C1)Br)F